(bromomethyl)-4-(trifluoromethyl)benzene t-butyl-(4-(ethylthio)-1-methyl-3-(7-(trifluoromethyl)imidazo[1,2-c]pyrimidin-2-yl)-1H-pyrazol-5-yl)carbamate C(C)(C)(C)N(C(O)=O)C1=C(C(=NN1C)C=1N=C2N(C=NC(=C2)C(F)(F)F)C1)SCC.BrCC1=CC=C(C=C1)C(F)(F)F